(2R,1'R,3'S)-3-(2-cyclopentyl-2-phenyl-2-hydroxyacetoxy)-1-(ethoxycarbonylmethyl)-1-methylpyrrolidinium bromide [Br-].C1(CCCC1)[C@@](C(=O)OC1C[N+](CC1)(C)CC(=O)OCC)(O)C1=CC=CC=C1